C(CCC)C1N(S(C2=C(N(C1)C1=CC=C(C=C1)F)C=C(C(=C2)O\C=C(\C(=O)OCC)/F)SCC)(=O)=O)CC2=CC=C(C=C2)OC (Z)-ethyl 3-((3-butyl-7-(ethylsulfanyl)-5-(4-fluorophenyl)-2-(4-methoxybenzyl)-1,1-dioxido-2,3,4,5-tetrahydro-1,2,5-benzothiadiazepin-8-yl) oxy)-2-fluoroacrylate